4-((4-aminophenyl)methyl)-2-propoxyaniline NC1=CC=C(C=C1)CC1=CC(=C(N)C=C1)OCCC